FC(C(=O)[O-])(F)F.C(=O)(O)[C@@H](NC(OCC1C2=CC=CC=C2C=2C=CC=CC12)=O)CCCCNC(CCOCCOCC[N+](C)(C)C)=O (S)-5-carboxy-1-(9H-fluoren-9-yl)-N,N,N-trimethyl-3,11-dioxo-2,14,17-trioxa-4,10-diazanonadecan-19-aminium 2,2,2-trifluoroacetate